N[C@@H](CC(C)C)C(=O)Cl L-leucine chloride